N[C@@H]1CN(C[C@@H](C1(F)F)C)C1=NC(=C(C=C1C#N)F)NC1=CC2=C(N(C(N2C[C@H]2NC(OC2)=O)=O)C)C=C1 2-[(3R,5S)-3-amino-4,4-difluoro-5-methyl-1-piperidyl]-5-fluoro-6-[[1-methyl-2-oxo-3-[[(R)-2-oxooxazolidin-4-yl]methyl]benzimidazol-5-yl]amino]pyridine-3-carbonitrile